3-(1-(isopropylsulfonyl)piperidin-4-yl)urea C(C)(C)S(=O)(=O)N1CCC(CC1)NC(N)=O